1-Methyl-1H,4H,5H,6H-cyclopenta[d]imidazol-4-one CN1C=NC2=C1CCC2=O